[C@@H]1([C@H](O)[C@H](O)[C@@H](CO)O1)[15N]1C=[15N]C=2C([15NH2])=[15N]C=[15N]C12 adenosine-15N5